diethyl-(fluoro)(methyl)silane C(C)[Si](C)(F)CC